CC(C=C)(OCC=C(C)C)C 3,3,7-trimethyl-4-oxa-1,6-octadiene